3-isobutylpiperidine-2,6-dione C(C(C)C)C1C(NC(CC1)=O)=O